2-(2-bromo-4-chlorophenyl)-5-(trifluoromethyl)-1,3,4-oxadiazole BrC1=C(C=CC(=C1)Cl)C=1OC(=NN1)C(F)(F)F